2-ethylcyclohexane-1,4-diol C(C)C1C(CCC(C1)O)O